1-({4-[(1E)-N-{[4-cyclohexyl-3-(trifluoromethyl)phenyl]methoxy}ethanimidoyl]-2-ethylphenyl}methyl)azetidine-3-carboxylic acid C1(CCCCC1)C1=C(C=C(C=C1)CO/N=C(\C)/C1=CC(=C(C=C1)CN1CC(C1)C(=O)O)CC)C(F)(F)F